C(C)(C)(C)OC(=O)N1CC=2N=C(N=C(C2CC1)N1[C@@H](CCC1)C(N)=O)Cl (S)-4-(2-carbamoylpyrrolidin-1-yl)-2-chloro-5,6-dihydropyrido[3,4-d]pyrimidine-7(8H)-carboxylic acid tert-butyl ester